C(C)(C)(C)OC(=O)N1CC2C(C2C1)NC(C1=C(C=C(C=C1)NC(=O)C=1N(C(=CN1)C1=C(C(=C(C=C1)OC)F)F)C)Cl)=O (exo)-6-[[2-chloro-4-[[5-(2,3-difluoro-4-methoxy-phenyl)-1-methyl-imidazole-2-carbonyl]amino]benzoyl]amino]-3-azabicyclo[3.1.0]hexane-3-carboxylic acid tert-butyl ester